docosyl ((((2R,3S,5R)-5-(6-amino-2-fluoro-9H-purin-9-yl)-2-ethynyl-3-hydroxytetrahydrofuran-2-yl)methoxy)(phenoxy)phosphoryl)-L-phenylalaninate NC1=C2N=CN(C2=NC(=N1)F)[C@H]1C[C@@H]([C@@](O1)(C#C)COP(=O)(OC1=CC=CC=C1)N[C@@H](CC1=CC=CC=C1)C(=O)OCCCCCCCCCCCCCCCCCCCCCC)O